ClC=1C=C(C=CC1)C(C(CC(=O)N[C@H](C(=O)N[C@@H](C[C@H]1C(NCC1)=O)C(C(=O)NCC)O)CCCC)(C1=CC=CC=C1)O)(C)C (2S)-2-(4-(3-chlorophenyl)-3-hydroxy-4-methyl-3-phenylpentanamido)-N-((2S)-4-(ethylamino)-3-hydroxy-4-oxo-1-((S)-2-oxopyrrolidin-3-yl)butan-2-yl)hexanamide